FN1C(CCC2=CC(=CC=C12)[N+](=O)[O-])=O fluoro-6-nitro-3,4-dihydro-1H-quinolin-2-one